(3R,4R)-1-(1-(2,4-Difluorobenzyl)-5,6-difluoro-1H-benzimidazol-2-yl)-4-fluoro-3-piperidinamin FC1=C(CN2C(=NC3=C2C=C(C(=C3)F)F)N3C[C@H]([C@@H](CC3)F)N)C=CC(=C1)F